1-(5-((5-chloro-4-(1-(4-fluorobenzoyl)-2,5-dihydro-1H-pyrrol-3-yl)pyrimidin-2-yl)amino)pyridin-3-yl)pyrrolidin-2-one ClC=1C(=NC(=NC1)NC=1C=C(C=NC1)N1C(CCC1)=O)C=1CN(CC1)C(C1=CC=C(C=C1)F)=O